FC(C1=CC2=C(SC(=C2)C(N[C@H]2CCCC[C@@H]3N(C2=O)[C@@H](CC3)C(=O)N3CC(C3)(C3=C(C=CC=C3)F)F)=O)C=C1)(F)P(O)(O)=O (difluoro(2-(((3S,6S,10aS)-3-(3-fluoro-3-(2-fluorophenyl)azetidine-1-carbonyl)-5-oxodecahydropyrrolo[1,2-a]azocin-6-yl)carbamoyl)benzo[b]thiophen-5-yl)methyl)phosphonic acid